N-[(1S)-5-[2-(2-aminopyridin-3-yl)-7-methyl-5-(1,2,3-triazol-2-yl)imidazo[4,5-b]pyridin-3-yl]-2,3-dihydro-1H-inden-1-yl]-2,3-difluoro-5-formyl-4-hydroxybenzamide NC1=NC=CC=C1C1=NC=2C(=NC(=CC2C)N2N=CC=N2)N1C=1C=C2CC[C@@H](C2=CC1)NC(C1=C(C(=C(C(=C1)C=O)O)F)F)=O